C(C)[Si](C1=CC=C(C=C1)C([Hf](C=C)(C1C=CC=C1)C1=C(C=CC=2C3=CC=C(C=C3CC12)C(C)(C)C)C(C)(C)C)C1=CC=C(C=C1)[Si](CC)(CC)CC)(CC)CC di(p-triethylsilylphenyl)methylene(2,7-di-tert-butylfluorenyl)(cyclopentadienyl)dimethylhafnium